[2-fluoro-3-(3-pyridylsulfamoylamino)phenyl]-[5-(2-methoxypyrimidin-5-yl)-1H-pyrrolo[2,3-b]pyridin-3-yl]methanone FC1=C(C=CC=C1NS(NC=1C=NC=CC1)(=O)=O)C(=O)C1=CNC2=NC=C(C=C21)C=2C=NC(=NC2)OC